C1(CCCCC1)C1=C(C(=O)N)C=CC(=C1)NC(=S)N cyclohexyl-4-thioureidobenzamide